5-(6-Methoxy-3-pyridyl)-3,3-dimethyl-N-pentylmorpholine-4-carboxamide tert-Butyl-N-[2-[2-(6-methoxy-3-pyridyl)-2-oxoethoxy]-1,1-dimethylethyl]carbamate C(C)(C)(C)OC(NC(COCC(=O)C=1C=NC(=CC1)OC)(C)C)=O.COC1=CC=C(C=N1)C1COCC(N1C(=O)NCCCCC)(C)C